CN(CCCC(C(CCCCC)O)O)C 1-(dimethylamino)decane-4,5-diol